tert-octyl peroxide C(C)(C)(CC(C)(C)C)OOC(C)(C)CC(C)(C)C